NC=1C(=CC(=C(OCCCC(=O)OC)C1)OC)C(=O)N1[C@@H](CCCC1)CO methyl (S)-4-(5-amino-4-(2-(hydroxymethyl)piperidine-1-carbonyl)-2-methoxyphenoxy)butanoate